C(\C=C\C1=CC(O)=C(OC)C=C1)(=O)O trans-isoferulic acid